NC1=C(C=NN1)C(=O)NC1=CC=C(C=C1)N 5-amino-N-(4-aminophenyl)-1H-pyrazole-4-carboxamide